2-((3-cyano-4,6-bis(trifluoromethyl)pyridin-2-yl)amino)-N-methyl-N-(4-(trifluoromethoxy)phenyl)acetamide C(#N)C=1C(=NC(=CC1C(F)(F)F)C(F)(F)F)NCC(=O)N(C1=CC=C(C=C1)OC(F)(F)F)C